O=S1(CC2(C1)CN(C2)C(=O)N2CC1(C2)CC(C1)CC1=NC=C(C=C1)C(F)(F)F)=O (2,2-dioxo-2lambda6-thia-6-azaspiro[3.3]heptan-6-yl)-[6-[[5-(trifluoromethyl)-2-pyridyl]methyl]-2-azaspiro[3.3]heptan-2-yl]methanone